Cl.C(=C)C1(CCC1)N 1-Vinylcyclobutylamine hydrochloride